5-(4-(2-(4-((R)-3-((5-chloro-4-(1H-indol-3-yl)pyrimidin-2-yl)amino)pyrrolidine-1-yl)piperidin-1-yl)ethyl)piperidin-1-yl)-2-(2,6-dioxopiperidin-3-yl)isoindoline-1,3-dione ClC=1C(=NC(=NC1)N[C@H]1CN(CC1)C1CCN(CC1)CCC1CCN(CC1)C=1C=C2C(N(C(C2=CC1)=O)C1C(NC(CC1)=O)=O)=O)C1=CNC2=CC=CC=C12